Cl.C(N)(=N)C=1C=C(CNC(=O)C2(CC2)C(F)(F)F)C=CC1F N-(3-carbamimidoyl-4-fluorobenzyl)-1-(trifluoromethyl)cyclopropane-1-carboxamide hydrochloride